FC1=C(N=CC2=C1N=C(N=C2N2CC=1N(CCC2)N=C(C1)C(=O)N)OCC12CCCN2CCC1)C1=CC=CC2=CC=CC(=C12)F 5-(8-fluoro-7-(8-fluoronaphthalen-1-yl)-2-((hexahydro-1H-pyrrolizin-7a-yl)methoxy)pyrido[4,3-d]pyrimidin-4-yl)-5,6,7,8-tetrahydro-4H-pyrazolo[1,5-a][1,4]diazepin-2-carboxamide